(13R)-12-chloro-11-fluoro-13-methyl-6,7-dihydro-13H-1,15-ethenopyrazolo[4,3-f][1,10,4,8]benzodioxadiazacyclotridecin-4(5H)-one ClC1=C(C=CC2=C1[C@H](OC1=NC3=C(C(NCCO2)=O)C=NN3C=C1)C)F